tert-Butyl (1R,3S,5R)-3-[(6-bromo-3-methylpyridin-2-yl)carbamoyl]-5-[(4-methylimidazol-1-yl)methyl]-2-azabicyclo[3.1.0]hexane-2-carboxylate BrC1=CC=C(C(=N1)NC(=O)[C@H]1N([C@@H]2C[C@@]2(C1)CN1C=NC(=C1)C)C(=O)OC(C)(C)C)C